tert-Butyl (R)-4-((4-(2,2-difluoroethyl)-2-(4-(methoxycarbonyl)-3-propionamidophenyl)piperazin-1-yl)methyl)-5-methoxy-7-methyl-1H-indole-1-carboxylate FC(CN1C[C@H](N(CC1)CC1=C2C=CN(C2=C(C=C1OC)C)C(=O)OC(C)(C)C)C1=CC(=C(C=C1)C(=O)OC)NC(CC)=O)F